CC(=O)CCC1=CC=C(C=C1)O The molecule is a ketone that is 4-phenylbutan-2-one in which the phenyl ring is substituted at position 4 by a hydroxy group. It is found in a variety of fruits including raspberries, blackberries and cranberries, and is used in perfumery and cosmetics. It has a role as a flavouring agent, a fragrance, a metabolite, a hepatoprotective agent, a cosmetic and an androgen antagonist. It is a member of phenols and a methyl ketone.